4-[[5-[(6-cyano-4-methyl-3-pyridinyl)oxy]-3-methyl-imidazo[4,5-b]pyridin-7-yl]amino]-N,N-dimethyl-benzamide C(#N)C1=CC(=C(C=N1)OC1=CC(=C2C(=N1)N(C=N2)C)NC2=CC=C(C(=O)N(C)C)C=C2)C